tert-Butyl (3-cyano-4-(2,8-difluoro-4-((R)-3-hydroxy-3-methylpiperidin-1-yl)-6-(trifluoromethyl)quinazolin-7-yl)benzo[b]thiophen-2-yl)carbamate C(#N)C=1C2=C(SC1NC(OC(C)(C)C)=O)C=CC=C2C2=C(C=C1C(=NC(=NC1=C2F)F)N2C[C@](CCC2)(C)O)C(F)(F)F